(2-((4-((2,4-difluorophenyl)amino)quinazolin-6-yl)amino)-2-oxoethyl)-N-hydroxybenzamide FC1=C(C=CC(=C1)F)NC1=NC=NC2=CC=C(C=C12)NC(CC1=C(C(=O)NO)C=CC=C1)=O